C1(CCCC1)C1=NC2=CC(=C(C=C2C(=N1)NC1CS(CCC1)(=O)=O)OC)OCCCN1CCCC1 3-((2-cyclopentyl-6-methoxy-7-(3-(pyrrolidin-1-yl)propoxy)quinazolin-4-yl)amino)tetrahydro-2H-thiopyran 1,1-dioxide